CC(CC(=O)NC1=CC=2N(C=C1)N=CC2C(=O)NCC2=C1C=CNC1=CC=C2)(C)C 5-(3,3-dimethylbutanamido)-N-(1H-indol-4-ylmethyl)pyrazolo[1,5-a]pyridine-3-carboxamide